CCCCOC(=O)C1=CC=C(C=C1)O n-butyl-paraben